S1C(=CC=C1)C(=O)N1CC2=CC=CC=C2CC1 2-(thiophen-2-ylcarbonyl)-1,2,3,4-tetrahydroisoquinoline